(4R)-4-[(1R,3aS,3bR,5aS,7S,9aS,9bS,11aR)-7-hydroxy-9a,11a-dimethyl-hexadecahydro-1H-cyclopenta[a]phenanthren-1-yl]-1-[(3S)-3-methoxypiperidin-1-yl]pentan-1-one O[C@H]1CC[C@@]2([C@H]3CC[C@]4([C@H]([C@@H]3CC[C@H]2C1)CC[C@@H]4[C@@H](CCC(=O)N4C[C@H](CCC4)OC)C)C)C